C(C)(C)C1=C2C=C(N=CC2=C(C=C1)N1[C@@H]([C@H](C1)CS(=O)(=O)C)C)NC1=NC(=NC=C1)C=1C=NN(C1)CC1(CC1)CC#N 2-(1-((4-(4-((5-isopropyl-8-((2R,3S)-2-methyl-3-((methylsulfonyl)methyl)azetidine-1-yl)isoquinolin-3-yl)amino)pyrimidin-2-yl)-1H-pyrazol-1-yl)methyl)cyclopropyl)acetonitrile